tert-butyl (S)-2-(((ethoxycarbonyl)(1-(4-fluoro-3-(trifluoromethyl)phenyl)cyclopropyl)amino)methyl)pyrrolidine-1-carboxylate C(C)OC(=O)N(C1(CC1)C1=CC(=C(C=C1)F)C(F)(F)F)C[C@H]1N(CCC1)C(=O)OC(C)(C)C